C(C)(=O)N1CCC(CC1)(C1=CC2=C(N=CN=C2N[C@H](C#C)C2=C(C(=CC=C2)C(F)(F)F)C)N(C1=O)C)NC(C)=O (R)-N-(1-acetyl-4-(8-methyl-4-((1-(2-methyl-3-(trifluoromethyl)phenyl)prop-2-yn-1-yl)amino)-7-oxo-7,8-dihydropyrido[2,3-d]pyrimidin-6-yl)piperidin-4-yl)acetamide